C(#N)C1=CC=C(C=C1)NC(=O)N1CCN(CC1)C1=NC(=NC(=C1)C)NC1=CC=C(C=C1)N1CCOCC1 N-(4-cyanophenyl)-4-(6-methyl-2-{[4-(morpholin-4-yl)phenyl]amino}pyrimidin-4-yl)piperazine-1-carboxamide